methyl (2S)-2-[4,5-dichloro-2-(4-butoxy-4,5-dihydroisoxazol-3-yl)phenoxy]propanoate ClC1=CC(=C(O[C@H](C(=O)OC)C)C=C1Cl)C1=NOCC1OCCCC